N-(3-chloro-5-(methylsulfonamido)phenyl)-5-(5-((1-methylazetidin-3-yl)oxy)pyrimidin-2-yl)-1-(2,2,2-trifluoroethyl)-1H-pyrrole-3-carboxamide ClC=1C=C(C=C(C1)NS(=O)(=O)C)NC(=O)C1=CN(C(=C1)C1=NC=C(C=N1)OC1CN(C1)C)CC(F)(F)F